tert-butyl (S)-4-(4-bromo-7-(((2S,4R)-4-methoxy-1-methylpyrrolidin-2-yl)methoxy)furo[2,3-f]quinazolin-9-yl)-2-(cyanomethyl)piperazine-1-carboxylate BrC1=C2C(=C3C(=NC(=NC3=C1)OC[C@H]1N(C[C@@H](C1)OC)C)N1C[C@@H](N(CC1)C(=O)OC(C)(C)C)CC#N)OC=C2